Tert-butyl (3aR,7aS)-2-(3-chloro-4-(methoxycarbonyl) phenyl)-1-oxooctahydro-5H-pyrrolo[3,4-c]pyridine-5-carboxylate ClC=1C=C(C=CC1C(=O)OC)N1C[C@@H]2CN(CC[C@@H]2C1=O)C(=O)OC(C)(C)C